N-[2-(4-hydroxybenzoyloxy)ethyl]benzenesulfonamide OC1=CC=C(C(=O)OCCNS(=O)(=O)C2=CC=CC=C2)C=C1